[Ru+2].CC(C)(C(CC(C(C)(C)C)=O)=O)C.CC(C)(C(CC(C(C)(C)C)=O)=O)C bis(2,2,6,6-tetramethylheptane-3,5-dione) ruthenium(II)